(s,Z)-5-((5-(2-(2-methoxy-1-(m-tolyl)ethylidene)hydrazinyl)-7-morpholino-3H-imidazo[4,5-b]pyridin-3-yl)methyl)pyrrolidin-2-one COC\C(\C=1C=C(C=CC1)C)=N/NC1=CC(=C2C(=N1)N(C=N2)C[C@@H]2CCC(N2)=O)N2CCOCC2